ClC=1C=CC(=NC1C)O 5-Chloro-6-methylpyridin-2-ol